Cl.N(=NC(C(=N)N)(C)C)C(C(=N)N)(C)C 2,2'-azo-bis-isobutyramidine hydrochloride